CC=1N(C2=C(C=NC(=C2C2=CC=CC=C2)C)N1)CC1=C(C=C(C=C1F)[S@](=O)(C)=N)F (R)-(4-((2,6-dimethyl-7-phenyl-1H-imidazo[4,5-c]pyridin-1-yl)methyl)-3,5-difluorophenyl)(imino)(methyl)-λ6-sulfanone